CC1=NN2C(CN(C3=C(C=CC=C23)NC(OC(C)(C)C)=O)C)=C1 tert-butyl (2,5-dimethyl-4,5-dihydropyrazolo[1,5-a]quinoxalin-6-yl)carbamate